5-ethyl-[1,2,4]triazolo[1,5-a]pyrimidine C(C)C1=NC=2N(C=C1)N=CN2